C(C)C(C(=O)O)CCCCCCCCCCCCCC.C(C)OC(CCCCCCCCCCCCCCC)=O hexadecanoic acid ethyl ester (ethyl palmitate)